CC1CC(CN(C1)C=1OC=CN1)C1=C2C=CC=NC2=C(C=C1)C(F)(F)F 5-(5-methyl-1-oxazol-2-yl-piperidin-3-yl)-8-trifluoromethyl-quinoline